C(C)OC(=O)C1(CN(CC1)C)C#N ethyl-3-cyano-1-methylpyrrolidine-3-carboxylate